tert-butyl-6-oxo-8-(2-phenylpropan-2-yl)-3,8-diazabicyclo[3.2.1]octane C(C)(C)(C)C12CNCC(C(C1)=O)N2C(C)(C)C2=CC=CC=C2